CO\N=C\1/C(NC2=CC=CC=C12)=O (Z)-3-(methoxyimino)indolin-2-one